2-((4,4-difluoro-4,5,6,7-tetrahydropyrazolo[1,5-a]pyridin-2-yl)amino)-6-((6-(2-methoxyethoxy)pyrazolo[1,5-a]pyridin-3-yl)oxy)-1-methyl-1H-imidazo[4,5-b]pyridine-7-carbonitrile FC1(C=2N(CCC1)N=C(C2)NC=2N(C=1C(=NC=C(C1C#N)OC=1C=NN3C1C=CC(=C3)OCCOC)N2)C)F